(S)-N-(5-(3-hydroxypyrrolidin-1-yl)-2-morpholinothiazolo[4,5-b]pyridin-6-yl)-5-(2-methylpyridin-4-yl)thiophene-2-carboxamide pyridine-3,4-dicarboxylate N1=CC(=C(C=C1)C(=O)O)C(=O)O.O[C@@H]1CN(CC1)C1=C(C=C2C(=N1)N=C(S2)N2CCOCC2)NC(=O)C=2SC(=CC2)C2=CC(=NC=C2)C